1-(5-Fluoropyrimidin-2-yl)-2-(2-trimethylsilylethoxymethoxy)ethanol FC=1C=NC(=NC1)C(COCOCC[Si](C)(C)C)O